aminomethyl-benzoyl chloride NCC1=C(C(=O)Cl)C=CC=C1